tert-butyl 4-[7-(5,6-dimethyl-2-oxo-1,3-dihydrobenzimidazol-4-yl)-2-[[(2S)-1-methylpyrrolidin-2-yl]methoxy]-6,8-dihydro-5H-pyrido[3,4-d]pyrimidin-4-yl]piperazine-1-carboxylate CC1=C(C2=C(NC(N2)=O)C=C1C)N1CC=2N=C(N=C(C2CC1)N1CCN(CC1)C(=O)OC(C)(C)C)OC[C@H]1N(CCC1)C